4-[[3-[1-(cyanomethyl)-3-(trifluoromethyl)pyrazol-4-yl]imidazo[1,2-a]pyrazin-8-yl]amino]-2-ethyl-N-[2-oxo-2-[[(3S)-pyrrolidin-3-yl]amino]ethyl]benzamide C(#N)CN1N=C(C(=C1)C1=CN=C2N1C=CN=C2NC2=CC(=C(C(=O)NCC(N[C@@H]1CNCC1)=O)C=C2)CC)C(F)(F)F